C12OCC(N(C1)C=1C=NC=3CCN(CC3C1)C=1C(=CC=3N(N1)C(C=C(N3)C)=O)C)C2 7-(3-(2-oxa-5-azabicyclo[2.2.1]heptan-5-yl)-7,8-dihydro-1,6-naphthyridin-6(5H)-yl)-2,8-dimethyl-4H-pyrimido[1,2-b]pyridazin-4-one